CC1=C(C=NN1C1=CC=C(C=C1)OC(F)(F)F)C1CCN(CC1)CCN1CCOCC1 4-[2-[4-[5-methyl-1-[4-(trifluoromethoxy)phenyl]pyrazol-4-yl]-1-piperidyl]ethyl]morpholine